FC1=C(C=CC=2SC=CC21)CNC(=O)[C@@H]2NCCN(C2)C=2C=1C(N=CN2)=NN(C1)C1=CC=C(C=C1)C(F)(F)F (R)-N-((4-fluorobenzo[b]thiophen-5-yl)methyl)-4-(2-(4-(trifluoromethyl)phenyl)-2H-pyrazolo[3,4-d]pyrimidin-4-yl)piperazine-2-carboxamide